2-chloro-N-(4-((2-((4-((4-(2-(4-(4-(2,6-dioxopiperidin-3-yl)phenyl)piperazin-1-yl)ethyl)piperidin-1-yl)carbamoyl)phenyl)amino)-5-fluoropyrimidin-4-yl)amino)phenyl)benzamide ClC1=C(C(=O)NC2=CC=C(C=C2)NC2=NC(=NC=C2F)NC2=CC=C(C=C2)C(NN2CCC(CC2)CCN2CCN(CC2)C2=CC=C(C=C2)C2C(NC(CC2)=O)=O)=O)C=CC=C1